2-((6-methoxypyridin-3-yl)methyl)-4-methyl-2,6-diazabicyclo[3.2.0]Heptane COC1=CC=C(C=N1)CN1C2CNC2C(C1)C